ClC=1C=CC=CC1F 3-Chloro-4-fluorobenzol